4-(Tert-butyl)-N-(4-((5-methylpyridin-2-yl)carbamoyl)-3-(2H-tetrazol-5-yl)phenyl)piperidine-1-carboxamide bismuth [Bi].C(C)(C)(C)C1CCN(CC1)C(=O)NC1=CC(=C(C=C1)C(NC1=NC=C(C=C1)C)=O)C=1N=NNN1